1-(3-cyano-7-ethoxy-4-((4-nitrophenyl)amino)quinolin-6-yl)-3-(1-ethylpiperidin-4-yl)urea C(#N)C=1C=NC2=CC(=C(C=C2C1NC1=CC=C(C=C1)[N+](=O)[O-])NC(=O)NC1CCN(CC1)CC)OCC